C1(C(C(C(CC1)C(=O)O)C(=O)O)C(=O)O)C(=O)O 1,2,3,4-cyclohexanetetraoic acid